BrC1=CC=C(C=C1)C=1N=C(N(C1C1=CC=C(C=C1)Br)CCCCCC(=O)O)C1=CC=C(C=C1)OC 6-(4,5-bis(4-bromophenyl)-2-(4-methoxyphenyl)-1H-imidazol-1-yl)hexanoic acid